3-[[4-amino-8-(trans-4-aminocyclohexyloxy)-5,5-dimethyl-6H-benzo[H]quinazolin-7-yl]-methyl-amino]-2,2-dimethyl-propionamide NC1=NC=NC=2C3=C(CC(C12)(C)C)C(=C(C=C3)O[C@@H]3CC[C@H](CC3)N)N(CC(C(=O)N)(C)C)C